3-(3-(3-chlorophenyl)prop-2-yn-1-yl)-6-(5-(difluoromethyl)-1,3,4-oxadiazol-2-yl)pyrimidin-4(3H)-one ClC=1C=C(C=CC1)C#CCN1C=NC(=CC1=O)C=1OC(=NN1)C(F)F